N-methyl-3-(2-furyl)propan-1-amine CNCCCC=1OC=CC1